BrC=1C(=CN2N=CN=C(C21)N)I 5-bromo-6-iodopyrrolo[2,1-f][1,2,4]triazin-4-amine